morpholin-4-ium Methanesulfonate CS(=O)(=O)[O-].[NH2+]1CCOCC1